N-((2R,3S)-1-(5-methyl-1,3,4-oxadiazol-2-yl)-2-((((CIS)-4-phenylcyclohexyl)oxy)methyl)pyrrolidin-3-yl)methanesulfonamide CC1=NN=C(O1)N1[C@H]([C@H](CC1)NS(=O)(=O)C)CO[C@@H]1CC[C@@H](CC1)C1=CC=CC=C1